COC1=C(C=CC=C1C1=NN(C=N1)C)NC=1C=2C(N=C(C1)NC(=O)C1CC1)=CN(N2)C N-(7-((2-methoxy-3-(1-methyl-1H-1,2,4-triazol-3-yl)phenyl)amino)-2-methyl-2H-pyrazolo[4,3-b]pyridin-5-yl)cyclopropanecarboxamide